4-(2-cyclopropyl-5-{5-[(R)-(1,3-dimethyl-azetidin-3-yl)-hydroxy-(4-isopropyl-phenyl)-methyl]-2-methyl-pyridin-3-yl}-2H-[1,2,4]triazol-3-yl)-trans-cyclohexanol C1(CC1)N1N=C(N=C1[C@@H]1CC[C@H](CC1)O)C=1C(=NC=C(C1)[C@](C1=CC=C(C=C1)C(C)C)(O)C1(CN(C1)C)C)C